2-[8-(difluoromethyl)-5-oxo-2-(trifluoromethyl)pyrido[2,3-d]Pyridazin-6-yl]-N-(5-fluoropyrimidin-2-yl)acetamide FC(C1=NN(C(C2=C1N=C(C=C2)C(F)(F)F)=O)CC(=O)NC2=NC=C(C=N2)F)F